FC=1C=CC(=C(C(=O)NCC2=C3CCC3=C(C=C2)B2OC(C(O2)(C)C)(C)C)C1)OC 5-fluoro-2-methoxy-N-((5-(4,4,5,5-tetramethyl-1,3,2-dioxaborolan-2-yl)bicyclo[4.2.0]oct-1,3,5-trien-2-yl)methyl)benzamide